CC1=NC(=NC=C1OC1CCCCC1)C=1C=NN(C1COC(N(C[C@@H]1[C@H](C1)C)C)=O)C (1S,3S)-3-((4-Methyl-2-(1-methyl-5-(((methyl(((1S,2S)-2-methylcyclopropyl)methyl)carbamoyl)oxy)methyl)-1H-pyrazol-4-yl)pyrimidin-5-yl)oxy)cyclohexan